(S)-2-(2-((S)-1-(2,3-Difluorobenzyl)-5-oxopyrrolidin-2-yl)acetamido)-3-methyl-N-(4-methylbenzyl)butanamide FC1=C(CN2[C@@H](CCC2=O)CC(=O)N[C@H](C(=O)NCC2=CC=C(C=C2)C)C(C)C)C=CC=C1F